SCCSC1=C(C=C(C=C1)SCCS)SCCS 1,2,4-tris(2-mercaptoethylthio)benzene